C1(CC2C(CC1)O2)CC2CC1C(CC2)O1 bis(3,4-epoxycyclohexyl)methane